FC1=C(C=C(C=C1)N(C(=O)C1=CC2=C(N=CN2C=2C=NC(=CC2)NC(=O)C=2C=NNC2)C(=C1)C)C)OC N-(4-fluoro-3-methoxy-phenyl)-N,7-dimethyl-3-[6-(1H-pyrazole-4-carbonylamino)-3-pyridyl]benzimidazole-5-carboxamide